C(=C)C1C(=O)OCC1 vinyl-γ-butyrolactone